O=C1NC(CC[C@H]1C1=CC=C(OCC(=O)N2CCC(CC2)CCN2CCN(CC2)C2=CC=C(C=C2)NC2=C3N=CN(C3=NC=N2)C2CC(C2)NC(C2=NC(=CC=C2)C(F)(F)F)=O)C=C1)=O N-((1s,3s)-3-(6-((4-(4-(2-(1-(2-(4-(2,6-dioxopiperidin-3-yl)phenoxy)acetyl)piperidin-4-yl)ethyl)piperazin-1-yl)phenyl)amino)-9H-purin-9-yl)cyclobutyl)-6-(trifluoromethyl)picolinamide